N-[(4-fluoro-1-{[2-(trimethylsilyl)ethoxy]methyl}-1H-benzimidazol-2-yl)methyl]-2-(morpholin-4-yl)-8-(trifluoromethyl)pyrazolo[1,5-a][1,3,5]triazin-4-amine FC1=CC=CC=2N(C(=NC21)CNC2=NC(=NC=1N2N=CC1C(F)(F)F)N1CCOCC1)COCC[Si](C)(C)C